[Si](C1=CC=CC=C1)(C1=CC=CC=C1)(C(C)(C)C)OCC1O[C@@]([C@H]2[C@@H]1OC(O2)(C)C)(C#N)C2=CC=C1C(=NC=NN12)NC(C1=CC=CC=C1)=O N-(7-((3aR,4R,6aR)-6-(((tert-butyldiphenylsilyl)oxy)methyl)-4-cyano-2,2-dimethyltetrahydrofurano[3,4-d][1,3]dioxol-4-yl)pyrrolo[2,1-f][1,2,4]triazin-4-yl)benzamide